1-(4-cyano-3-trifluoromethylphenyl)-N-(4-cyanophenyl)-1H-pyrazole-3-carboxamide C(#N)C1=C(C=C(C=C1)N1N=C(C=C1)C(=O)NC1=CC=C(C=C1)C#N)C(F)(F)F